C(C)(C)(C)OC(=O)N1CCN(CC1)C(C1=C(C=C(C=C1)F)C(F)(F)F)=O 4-[4-fluoro-2-(trifluoromethyl)benzoyl]piperazine-1-carboxylic acid tert-butyl ester